(R)-4-((tert-butoxycarbonyl)amino)-5-(((R)-1,5-di-tert-butoxy-1,5-dioxopentan-2-yl)amino)-5-oxopentanoic acid C(C)(C)(C)OC(=O)N[C@H](CCC(=O)O)C(=O)N[C@@H](C(=O)OC(C)(C)C)CCC(=O)OC(C)(C)C